1-(4-(2,6-dioxopiperidin-3-yl)-3,5-difluorophenyl)azetidin-3-yl(3-(difluoromethyl)bicyclo[1.1.1]pentan-1-yl)carbamate O=C1NC(CCC1C1=C(C=C(C=C1F)N1CC(C1)N(C([O-])=O)C12CC(C1)(C2)C(F)F)F)=O